8-hydroxyquinoline-5-sulfonate OC1=CC=C(C=2C=CC=NC12)S(=O)(=O)[O-]